(5-fluoro-2-methoxy-phenyl)-[5-(trifluoromethyl)-1-(2-trimethylsilylethoxymethyl)imidazol-2-yl]methanamine FC=1C=CC(=C(C1)C(N)C=1N(C(=CN1)C(F)(F)F)COCC[Si](C)(C)C)OC